C(C)OC(OCC)[SiH2]CCC[S-].[Na+] sodium 3-diethoxymethylsilylpropanethiolate